6-(azetidin-3-yl)-N-(1H-indol-5-yl)-7-methoxyquinazolin-4-amine N1CC(C1)C=1C=C2C(=NC=NC2=CC1OC)NC=1C=C2C=CNC2=CC1